N[C@H](CC1=C(C2=NC(=CC(=C2S1)NCC1=C(C=NC=C1)F)Cl)C)C 2-[(2S)-2-aminopropyl]-5-chloro-N-[(3-fluoropyridin-4-yl)methyl]-3-methylthieno[3,2-b]pyridin-7-amine